N-(9,9-diphenyl-9H-fluoren-2-yl)dibenzofuran-2-amine C1(=CC=CC=C1)C1(C2=CC=CC=C2C=2C=CC(=CC12)NC1=CC2=C(OC3=C2C=CC=C3)C=C1)C1=CC=CC=C1